methyl 6-chloro-4-(((1S,2R)-2-fluorocyclopropyl)amino)nicotinate ClC1=NC=C(C(=O)OC)C(=C1)N[C@@H]1[C@@H](C1)F